anilino-4-(1H-indol-4-yloxy)-5-trifluoromethyl-pyrimidine N(C1=CC=CC=C1)C1=NC=C(C(=N1)OC1=C2C=CNC2=CC=C1)C(F)(F)F